C(C(C)C)OC(C(C(C(=O)OCC(C)C)C(C)(C)C)C(C)(C)C)=O.C(C)(C)(C)C1=NOC(=C1)NC(CC1=CN=C(S1)N1C=NC2=C1C=CC(=C2)C=2C=NN(C2)C)=O N-(3-(tert-butyl)isoxazol-5-yl)-2-(2-(5-(1-methyl-1H-pyrazol-4-yl)-1H-benzo[d]imidazol-1-yl)thiazol-5-yl)acetamide diisobutyl-2,3-di-tert-butylsuccinate